(5-(furan-2-yl)pyrazin-2-yl)methanamine O1C(=CC=C1)C=1N=CC(=NC1)CN